bis(3-amino-4-hydroxyphenyl)methane NC=1C=C(C=CC1O)CC1=CC(=C(C=C1)O)N